4-((3-(8-Cyanoquinolin-5-yl)-5-(trifluoromethyl)-3-azabicyclo[3.1.0]hex-1-yl)methyl)piperazine-1-carboxylic acid tert-butyl ester C(C)(C)(C)OC(=O)N1CCN(CC1)CC12CN(CC2(C1)C(F)(F)F)C1=C2C=CC=NC2=C(C=C1)C#N